O1CCN(CC1)C=1OC2=CC3=C(C=C2C(C1)=O)C=CC=C3 2-morpholino-4H-benzo[g]chromen-4-one